(3Z,6Z)-nonadien C=C\C=C/CCCCC